C1CCC2=C(C=CC=C12)N1CCCN(S1(=O)=O)CC(=O)NC1C2CC3(CC(CC1C3)C2)C(=O)N 4-(2-(6-(2,3-dihydro-1H-inden-4-yl)-1,1-dioxido-1,2,6-thiadiazinan-2-yl)acetamido)adamantan-1-carboxamide